(E)-2-(3-(6-methoxypyridin-3-yl)cyclohexylidene)propanoate COC1=CC=C(C=N1)C1C\C(\CCC1)=C(\C(=O)[O-])/C